OC(C)C=1C(=NC(=CC1)N1C=NC2=C1C=CC(=C2)C=2N=NC(=CC2)C)N2N=C(C=C2C)C#N 1-[3-(1-hydroxyethyl)-6-[5-(6-methylpyridazin-3-yl)benzimidazol-1-yl]-2-pyridyl]-5-methyl-pyrazole-3-carbonitrile